C(C1=CC=CC=C1)(=O)C=1C(=CC(=C(C1)C=1C(=CC=C(C1F)OCCOC)C#N)Cl)OC 5'-benzoyl-2'-chloro-6-fluoro-4'-methoxy-5-(2-methoxyethoxy)-[1,1'-biphenyl]-2-carbonitrile